C1(CC1)[C@H]1CN(CCN1)C=1N=NC(=CN1)C1=C(C=C(C=C1)C1=NSC=N1)O 2-{3-[(3S)-3-cyclopropylpiperazin-1-yl]-1,2,4-triazin-6-yl}-5-(1,2,4-thiadiazol-3-yl)phenol